bis-stearyl-pentaerythritol diphosphite OP(O)OP(O)O.C(CCCCCCCCCCCCCCCCC)C(O)(C(CO)(CO)CO)CCCCCCCCCCCCCCCCCC